3-[4-[3-[4-[(3R,5R)-5-[(5-chloro-1-methyl-6-oxo-pyridazin-4-yl)amino]-1-methyl-3-piperidyl]benzoyl]-3,9-diazaspiro[5.5]undecan-9-yl]-2-methoxy-6-methyl-phenyl]piperidine-2,6-dione ClC1=C(C=NN(C1=O)C)N[C@@H]1C[C@@H](CN(C1)C)C1=CC=C(C(=O)N2CCC3(CC2)CCN(CC3)C3=CC(=C(C(=C3)C)C3C(NC(CC3)=O)=O)OC)C=C1